C1=CC=CC=2C3=CC=CC=C3C(C12)COC(=O)N([C@@H](C(=O)O)CC)C (2R)-2-[9H-fluoren-9-ylmethoxycarbonyl-(methyl)amino]butanoic acid